COC(=O)C1=NN(C(=C1I)COCC1=CC=CC=C1)C 5-(benzyloxymethyl)-4-iodo-1-methyl-pyrazole-3-carboxylic acid methyl ester